ClC1=C(C(=O)N(C)OC)C=CC=C1C 2-chloro-N-methoxy-3,N-dimethyl-benzamide